FC(OC1=CC=C(C=C1)N1C(C(=CC2=C1N=C(N=C2)NCC(F)(F)F)C=2C=CC1=C(N(C=N1)C)C2)=O)F 8-(4-(difluoromethoxy)phenyl)-6-(1-methyl-1H-benzo[d]imidazol-6-yl)-2-((2,2,2-trifluoroethyl)amino)pyrido[2,3-d]pyrimidin-7(8H)-one